C(C=C)=N 2-propenimine